C[C@]12CCC(=O)C=C1C=C[C@@H]3[C@@H]2CC[C@]4([C@H]3CC[C@]4(CCC(=O)O)O)C The molecule is a steroid acid, a monocarboxylic acid and a 3-oxo-Delta(4) steroid. It is a conjugate acid of a canrenoate.